C1(CC1)C(=O)NC1=NN2C(C=C(C=C2)C2=C(C=NN2C)O[C@H]2CN(C[C@@H]2C)C(=O)OC(C)(C)C)=C1 (3R,4S)-tert-butyl 3-((5-(2-(cyclopropanecarboxamido)pyrazolo[1,5-a]pyridin-5-yl)-1-methyl-1H-pyrazol-4-yl)oxy)-4-methylpyrrolidine-1-carboxylate